C4-bromobutyronitrile BrCCCC#N